COC(=O)C=1C=C2C[C@@]3(CNCC3)CC2=CC1.ClC1=C(C=CC=C1)S(=O)(=O)NC1=C(C=C(C=C1F)NN)F 2-chloro-N-(2,6-difluoro-4-hydrazino-phenyl)benzenesulfonamide Methyl-(S)-1,3-dihydrospiro[indene-2,3'-pyrrolidine]-5-carboxylate